Methyl (2R/S)-2-{[(E)-({2-chloro-4-fluoro-5-[3-methyl-2,6-dioxo-4-(trifluoromethyl)-3,6-dihydropyrimidin-1(2H)-yl]phenyl}methyliden)-amino]oxy}propanoate ClC1=C(C=C(C(=C1)F)N1C(N(C(=CC1=O)C(F)(F)F)C)=O)\C=N\O[C@@H](C(=O)OC)C |r|